(R)-6-(3-(5-(3-Hydroxy-1-methyl-2-oxopyrrolidin-3-yl)isoxazol-3-yl)phenyl)-4-(isothiazol-5-yl)picolinamide O[C@@]1(C(N(CC1)C)=O)C1=CC(=NO1)C=1C=C(C=CC1)C1=CC(=CC(=N1)C(=O)N)C1=CC=NS1